N-(2-(prop-2-yn-1-yloxy)ethyl)pentanamide C(C#C)OCCNC(CCCC)=O